C1(CC1)S(=O)(=O)N1N=CC(=C1)C1=NC=CC(=N1)NC1=NC=C(C(=C1)NC1CCC(CC1)(O)C)C#CC=1C=NN(C1)C(F)(F)F (1s,4s)-4-((2-((2-(1-(Cyclopropylsulfonyl)-1H-pyrazol-4-yl)pyrimidin-4-yl)amino)-5-((1-(trifluoromethyl)-1H-pyrazol-4-yl)ethynyl)pyridin-4-yl)amino)-1-methylcyclohexan-1-ol